10-Chloro-3,3a,4,5,6,7-hexahydro-1H-isochromeno[4,5-cd]azepin-5-ium chloride [Cl-].ClC=1C=CC2=C3C(C[NH2+]CC2)COCC13